ethyl-2-bromo-5-{1-[2,6-dichloro-4-(1,1,1,2,3,3,3-heptafluoropropan-2-yl)phenyl]-1H-pyrazol-4-yl}thiophene-3-carboxylate C(C)OC(=O)C1=C(SC(=C1)C=1C=NN(C1)C1=C(C=C(C=C1Cl)C(C(F)(F)F)(C(F)(F)F)F)Cl)Br